[Si](C)(C)(C(C)(C)C)O[C@H]1[C@@H](O[C@@H]([C@H]1OCSCC1=C(C=C(C=C1OC)OC)OC)CO[Si](C)(C)C(C)(C)C)N1C(NC(C=C1)=O)=O 1-((2R,3R,4R,5R)-3-((tert-butyldimethylsilyl)oxy)-5-(((tert-butyldimethylsilyl)oxy)methyl)-4-(((2,4,6-trimethoxybenzyl)thio)methoxy)tetrahydrofuran-2-yl)pyrimidine-2,4(1H,3H)-dione